1-oxa-2,8-diazaspiro[4.5]dec-2-ene-8-carboxamide O1N=CCC12CCN(CC2)C(=O)N